CSC1=NC=NC=C1C=1OC=C(N1)C(=O)OCC ethyl 2-(4-(methylthio)pyrimidin-5-yl)oxazole-4-carboxylate